FC(C1=NN(C=C1N1N=NC=C1)C)F 1-(3-(difluoromethyl)-1-methyl-1H-pyrazol-4-yl)-1H-1,2,3-triazole